benzo[b]naphtho[2,3-d]furan C1=CC=CC=2OC3=C(C21)C=C2C=CC=CC2=C3